5-Chloro-3-isopropyl-N-((1-methyl-1H-pyrazol-5-yl)methyl)pyrazolo[1,5-a]pyrimidin-7-amine ClC1=NC=2N(C(=C1)NCC1=CC=NN1C)N=CC2C(C)C